trisodium 2-[2-(carboxymethylamino)ethyl-(carboxymethyl)amino]acetate C(=O)(O)CNCCN(CC(=O)[O-])CC(=O)O.[Na+].[Na+].[Na+].C(=O)(O)CNCCN(CC(=O)O)CC(=O)[O-].C(=O)(O)CNCCN(CC(=O)O)CC(=O)[O-]